2,2-dimethylpropanoic acid, formic acid salt C(=O)O.CC(C(=O)O)(C)C